C1(CC1)N1C(=NC(=C1)C(F)(F)F)C1=CC=C(C=C1)CN1C(C(=CC2=C1N=C(N=C2)C=2C(=NC=NC2OC)C2CC2)C(=O)OC)=O methyl 8-({4-[1-cyclopropyl-4-(trifluoromethyl)imidazol-2-yl]phenyl}methyl)-2-(4-cyclopropyl-6-methoxypyrimidin-5-yl)-7-oxopyrido[2,3-d]pyrimidine-6-carboxylate